ClC1=CC=C(CC2=CC=C(C=C2)N2N=C(C=C2C)C(=O)N)C=C1 1-(4-(4-chlorobenzyl)phenyl)-5-methyl-1H-pyrazole-3-carboxamide